((5-(benzyloxy)-1-methyl-4-oxo-1,4-dihydropyridin-2-yl)methyl)-4-methoxybenzamide C(C1=CC=CC=C1)OC=1C(C=C(N(C1)C)CC1=C(C(=O)N)C=CC(=C1)OC)=O